potassium 2,2-dimethylhexanoate CC(C(=O)[O-])(CCCC)C.[K+]